2-Cyclohexylcinnamoylguanidin C1(CCCCC1)C1=C(C=CC(=O)NC(=N)N)C=CC=C1